COCC1=CC=C(C=C1)CNC 1-(4-(methoxymethyl)phenyl)-N-methylmethylamine